CC1(OCCO1)CC1=NC=CC=C1 2-((2-methyl-1,3-dioxolan-2-yl)methyl)pyridin